isopropyl (S)-2-((tert-butylsulfinyl)imino)-5-cyano-4,4-dimethylpentanoate C(C)(C)(C)[S@](=O)N=C(C(=O)OC(C)C)CC(CC#N)(C)C